C(C)(C)(C)NC=1C2=C(N=C(N1)C1=CC=NC=C1)C=NC=C2 N-(tert-butyl)-2-(pyridin-4-yl)pyrido[3,4-d]pyrimidin-4-amine